BrC=1C(=NC(=NC1)Cl)OC 5-bromo-2-chloro-4-methoxy-pyrimidine